1-(tert-butyl)-3-(1-(2-fluoro-5-(trifluoromethyl)benzyl)-2-oxo-1,2,3,4-tetrahydroquinolin-6-yl)urea C(C)(C)(C)NC(=O)NC=1C=C2CCC(N(C2=CC1)CC1=C(C=CC(=C1)C(F)(F)F)F)=O